1-[4-(2-aminoethyl)phenyl]ethanone NCCC1=CC=C(C=C1)C(C)=O